Cl.COC([C@H]1NC[C@@H](C1)O)=O (2S,4R)-4-hydroxyproline methyl ester hydrochloride